FC1=C(C=C(C=C1)F)CC1=CN=C(S1)N 5-[(2,5-difluorophenyl)methyl]thiazol-2-amine